C(C)N(S(=O)(=O)NC=1C(=C(C=CC1)C=1C(=NN(C1)C1=C(C=C(C=C1)N1CCN(CC1)C(=O)OC(C)(C)C)F)C1=CC=NC=C1)F)C tert-butyl 4-{4-[4-(3-{[ethyl(methyl)sulfamoyl]amino}-2-fluorophenyl)-3-(pyridin-4-yl)pyrazol-1-yl]-3-fluorophenyl}piperazine-1-carboxylate